C1(CCCCC1)[SiH](O[SiH](CC)C1CCCCC1)CC 1,3-dicyclohexyl-1,3-diethyldisiloxane